4-(3-aminopropyl)1,4-oxazepan-5-one hydrochloride Cl.NCCCN1CCOCCC1=O